(6R)-3-(2-{[(3S)-6,6-dimethylpiperidin-3-yl]amino}-5-(trifluoromethyl)pyrimidin-4-yl)-6-methyl-7-(1-methyl-1H-pyrazol-4-yl)-1H,4H,5H,6H,7H,8H-pyrrolo[2,3-c]azepin-8-one CC1(CC[C@@H](CN1)NC1=NC=C(C(=N1)C1=CNC=2C(N([C@@H](CCC21)C)C=2C=NN(C2)C)=O)C(F)(F)F)C